N-(1-(3-methoxyphenyl)-3-oxo-2,3-dihydro-1H-pyrazolo[4,3-c]pyridin-6-yl)oxetane-3-carboxamide COC=1C=C(C=CC1)N1NC(C=2C=NC(=CC21)NC(=O)C2COC2)=O